benzoic acid nicotine salt N1=CC=CC(=C1)C1N(C)CCC1.C(C1=CC=CC=C1)(=O)O